FC1=CC=C(C=C1)C(C1CCSCC1)O 4-((4-fluorophenyl)(hydroxy)methyl)tetrahydro-2H-thiopyran